C12CN(CC(CC1)N2)C2=C1N(C(=NC1=NC(=N2)OCC21CCCN1CCC2)OC2=CC(=CC1=CC=C(C(=C21)C#C[Si](C(C)C)(C(C)C)C(C)C)F)O)C 4-({6-(3,8-diazabicyclo[3.2.1]octan-3-yl)-7-methyl-2-[(tetrahydro-1H-pyrrolizin-7a(5H)-yl)methoxy]-7H-purin-8-yl}oxy)-6-fluoro-5-{[tri(propan-2-yl)silyl]ethynyl}naphthalen-2-ol